ETHYLPHENYLCARBAMATE C(C)OC(NC1=CC=CC=C1)=O